5-[4-[(1-methylpyrazol-4-yl)amino]cinnolin-6-yl]-1,3-thiazol-2-amine CN1N=CC(=C1)NC1=CN=NC2=CC=C(C=C12)C1=CN=C(S1)N